4-(((2-Methylbiphenyl-3-yl)methoxy)methyl)-1-(3-(trifluoromethyl)phenyl)-1H-1,2,3-triazole CC1=C(C=CC=C1COCC=1N=NN(C1)C1=CC(=CC=C1)C(F)(F)F)C1=CC=CC=C1